6-(4-Fluoropiperidin-1-yl)-3-(((S)-10-hydroxy-7-((R)-2-phenylpiperazine-1-carbonyl)-7-aza-spiro[4.5]decan-10-yl)methyl)pyrimidin-4(3H)-one FC1CCN(CC1)C1=CC(N(C=N1)C[C@@]1(CCN(CC12CCCC2)C(=O)N2[C@@H](CNCC2)C2=CC=CC=C2)O)=O